FC=1C=C2CCN3C(C2=CC1)OC=C3 8-fluoro-6,10b-dihydro-5H-oxazolo[2,3-a]isoquinoline